CC([C@H](N)C(=O)O)C1=C(NC2=CC=CC=C12)C β-Methyl-2-methyltryptophan